C(C)OC=1N=NC=CC1C1=C(C2=C(N=C1)N(N=C2C(C)C)C)NCC2=NN(C=N2)C (3-ethoxypyridazin-4-yl)-3-isopropyl-1-methyl-N-[(1-methyl-1,2,4-triazol-3-yl)methyl]pyrazolo[3,4-b]pyridin-4-amine